2-acetyl-naphtho[2,3-b]furan-4,9-dione C(C)(=O)C1=CC2=C(O1)C(C1=CC=CC=C1C2=O)=O